COC(CN1C(CCCC1)C=1NC=C(N1)C1=CC=CC=C1)COC 2,3-dimethoxy-1-(2-(4-phenyl-1H-imidazol-2-yl)piperidin-1-yl)propan